methyl-5-(3-(3-chloro-2-oxo-5,6-dihydropyridin-1(2H)-yl)-3-oxoprop-1-en-1-yl)-2-hydroxybenzoate COC(C1=C(C=CC(=C1)C=CC(=O)N1C(C(=CCC1)Cl)=O)O)=O